ClC1=CC(=NC=C1)N1C=C(C2=C1N=CN=C2N2[C@H](CN(CC2)C(=O)OC(C)(C)C)C)N(C)C tert-butyl (S)-4-(7-(4-chloropyridin-2-yl)-5-(dimethylamino)-7H-pyrrolo[2,3-d]pyrimidin-4-yl)-3-methylpiperazine-1-carboxylate